COC(=O)C1=C(NC(=C(C1C1=CSC2=NC=CC=C21)C(C)=O)C)C 5-acetyl-2,6-dimethyl-4-(thieno[2,3-b]pyridin-3-yl)-1,4-dihydropyridine-3-carboxylic acid methyl ester